2-(2,6-dioxopiperidin-3-yl)-5-((4-(2-methylthieno[2,3-d]pyrimidin-4-yl)-3,6-dihydropyridin-1(2H)-yl)methyl)isoindoline-1,3-dione O=C1NC(CCC1N1C(C2=CC=C(C=C2C1=O)CN1CCC(=CC1)C=1C2=C(N=C(N1)C)SC=C2)=O)=O